C(C)(C)N(P(O[C@@H]1[C@H](S(C[C@@H]1O[Si](C(C)C)(C(C)C)C(C)C)N1C2=NC=NC(=C2N=C1)NC(C1=CC=CC=C1)=O)COC(C1=CC=CC=C1)(C1=CC=C(C=C1)OC)C1=CC=C(C=C1)OC)OCCC#N)C(C)C (2R,3S,4R,5R)-S-(6-benzamido-9H-purin-9-yl)-2-((bis(4-methoxyphenyl)(phenyl)methoxy)methyl)-4-((triisopropylsilyl)oxy)tetrahydrothiophen-3-yl (2-cyanoethyl) diisopropylphosphoramidite